FC([C@H](C1=CC=C(C=C1)NC=1C(=C2C(=NC1)SC(=N2)C)[C@H](C(F)(F)F)OC)N(C(=O)C2CCNCC2)C)F N-((S)-2,2-difluoro-1-(4-((2-methyl-7-((R)-2,2,2-trifluoro-1-methoxyethyl)thiazolo[5,4-b]pyridin-6-yl)amino)phenyl)ethyl)-N-methylpiperidine-4-carboxamide